ClC1=C(C(=CC=C1)C(F)(F)F)B(O)O 2-CHLORO-6-(TRIFLUOROMETHYL)PHENYLBORONIC ACID